BrC1=CC=C(C=C1)C1=CC=C(C=C1)OCCN1[C@@H](C(N(CC1)C)=O)C (R)-4-{2-[(4'-bromo-[1,1'-biphenyl]-4-yl)oxy]ethyl}-1,3-dimethylpiperazin-2-one